C(C)(=O)C1=CNC=2C(N(C=C(C21)C2CC2)C2=CC(=CC=C2)C2(CC(C2)C)C2=NN=CN2C)=O 3-Acetyl-4-cyclopropyl-6-{3-[(1r,3s)-3-methyl-1-(4-methyl-4H-1,2,4-triazol-3-yl)cyclobutyl]phenyl}-1H,6H,7H-pyrrolo[2,3-c]pyridin-7-one